2-decyltetradecyl 3-ethyl-12-hexyl-6-isopropyl-10-oxo-9,11-dioxa-3,6-diazahexadecane-16-carboxylate C(C)N(CC)CCN(CCOC(OC(CCCCC(=O)OCC(CCCCCCCCCCCC)CCCCCCCCCC)CCCCCC)=O)C(C)C